COCC1=NN2C(=NC(=CC2=O)C(F)(F)F)S1 2-(methoxymethyl)-7-(trifluoromethyl)-[1,3,4]thiadiazolo[3,2-a]pyrimidin-5-one